C(C)OC1=C(C=CC(=C1F)F)[C@@H]1[C@H](O[C@@]([C@@H]1C)(C(F)(F)F)C)C(=O)NC1=CC(N(C=C1)C)=O |o1:11,12,14,15| rel-(2S,3R,4R,5S)-3-(2-ethoxy-3,4-difluorophenyl)-4,5-dimethyl-N-(1-methyl-2-oxo-1,2-dihydropyridin-4-yl)-5-(trifluoromethyl)tetrahydrofuran-2-carboxamide